tert-butyl (S)-(1-(3-(4-methyl-1H-imidazol-1-yl)-5-(4-phenoxypicolinamido)benzyl) piperidin-3-yl)carbamate CC=1N=CN(C1)C=1C=C(CN2C[C@H](CCC2)NC(OC(C)(C)C)=O)C=C(C1)NC(C1=NC=CC(=C1)OC1=CC=CC=C1)=O